4-[4-(difluoromethoxy)-3-(trifluoromethyl)phenyl]-1,3-thiazol-2-amine FC(OC1=C(C=C(C=C1)C=1N=C(SC1)N)C(F)(F)F)F